1-(4-acetamidobutyryl)-4-fluoro-N-{phenyl-[4-(propan-2-yl)phenyl]methyl}pyrrolidine-2-carboxamide C(C)(=O)NCCCC(=O)N1C(CC(C1)F)C(=O)NC(C1=CC=C(C=C1)C(C)C)C1=CC=CC=C1